C(C1=CC=CC=C1)C1CCC=CCC(C[C@H](NC([C@@H](NC(O1)=O)CC(C)C)=O)C(O)P(OCC)(OCC)=O)C(N(C)C)=O Diethyl (((4S,7S)-15-benzyl-9-(dimethylcarbamoyl)-4-isobutyl-2,5-dioxo-1-oxa-3,6-diazacyclopentadec-11-en-7-yl)(hydroxy)methyl)phosphonate